C1=CC(=CC=2OC3=C(C21)C=CC=C3)B(O)O dibenzo[b,d]furan-3-yl-boronic acid